CC=1C(N2[C@H]([C@H](CCC2=CC1)NS(=O)(=O)C)COC1CCC(CC1)C#CCCC)=O |r| rac-N-[(3S,4R)-7-methyl-6-oxo-4-({[(1s,4S)-4-(pent-1-yn-1-yl)cyclohexyl]oxy}methyl)-1,3,4,6-tetrahydro-2H-quinolizin-3-yl]methanesulfonamide